(E)-3-benzyl-5-(4-((3-hydroxypropyl)(methyl)amino)-2-methoxybenzylidene)-1-methyl-2-thioxoimidazolidin-4-one C(C1=CC=CC=C1)N1C(N(/C(/C1=O)=C/C1=C(C=C(C=C1)N(C)CCCO)OC)C)=S